(R)-N,N-Diethyl-4-((3-(4-(5-isopropyl-1,3,4-oxadiazol-2-yl)piperazine-1-carbonyl)piperidin-1-yl)sulfonyl)benzenesulfonamide C(C)N(S(=O)(=O)C1=CC=C(C=C1)S(=O)(=O)N1C[C@@H](CCC1)C(=O)N1CCN(CC1)C=1OC(=NN1)C(C)C)CC